NC1=C(C=C(C=2C(C3=C(C=C(C(=C3C(C12)=O)N)Cl)Cl)=O)Cl)Cl 1,8-diamino-2,4,5,7-tetrachloroanthraquinone